N-(2-Oxo-1H-pyrid-3-yl)-5-(m-phenoxyphenyl)-1-{[2-(trimethylsilyl)ethoxy]methyl}-1H-imidazole-2-carboxamide O=C1NC=CC=C1NC(=O)C=1N(C(=CN1)C1=CC(=CC=C1)OC1=CC=CC=C1)COCC[Si](C)(C)C